N'-((3-methyl-2-(trifluoromethyl)-6,7-dihydro-5H-cyclopenta[b]pyridin-4-yl)carbamoyl)-2-(trifluoromethyl)thiazole-5-sulfonimidamide CC=1C(=C2C(=NC1C(F)(F)F)CCC2)NC(=O)N=S(=O)(N)C2=CN=C(S2)C(F)(F)F